OCCCCCC\C=C/CCCCCCCC(=O)OC methyl (Z)-16-hydroxyhexadec-9-enoate